2-(4-((3-Isopropyl-2-(8-methoxy-[1,2,4]triazolo[1,5-a]pyridin-6-yl)-1H-indol-5-yl)oxy)piperidin-1-yl)-N,N-dimethylacetamid C(C)(C)C1=C(NC2=CC=C(C=C12)OC1CCN(CC1)CC(=O)N(C)C)C=1C=C(C=2N(C1)N=CN2)OC